CC1=CC=C(C=C1)S(=O)(=O)OCCCCCCNC1=C2C(N(C(C2=CC=C1)=O)C1C(NC(CC1)=O)=O)=O 6-[[2-(2,6-dioxo-3-piperidyl)-1,3-dioxo-isoindolin-4-yl]amino]hexyl 4-methylbenzenesulfonate